2,2-dimethyl-3-[6-(trifluoromethyl)-3-pyridinyl]propanal CC(C=O)(CC=1C=NC(=CC1)C(F)(F)F)C